C1(=CC=CC=C1)COC(=O)N1CC(CC1)NC(C)(C)C phenylmethyl-3-[(1,1-dimethylethyl) amino]-1-pyrrolidinecarboxylate